The molecule is an oxopurine that is 7,9-dihydro-1H-purine-2,6,8(3H)-trione substituted by methyl groups at N-1 and N-7. It is a metabolite of caffeine and is often found in human urine samples. It has a role as a human xenobiotic metabolite and a mouse metabolite. It derives from a 7,9-dihydro-1H-purine-2,6,8(3H)-trione. It is a conjugate acid of a 1,7-dimethylurate anion. CN1C2=C(NC1=O)NC(=O)N(C2=O)C